C(C)(C)N1N=CC=2N=C(N=C(C21)N[C@H](C)C=2C=NC1=CC=CC=C1C2)N2CCN(CC2)C(C)=O 1-{4-[1-isopropyl-7-((R)-1-quinolin-3-yl-ethylamino)-1H-pyrazolo[4,3-d]pyrimidin-5-yl]-piperazin-1-yl}-ethanone